2-[(2S)-1,4-Dioxan-2-ylmethyl]-N-[2-(3-methyl-1H-pyrazol-1-yl)ethyl]-8-(trifluoromethyl)-4,5-dihydro-2H-furo[2,3-g]indazol-7-carboxamid O1[C@H](COCC1)CN1N=C2C3=C(CCC2=C1)OC(=C3C(F)(F)F)C(=O)NCCN3N=C(C=C3)C